manganese (II) cyclohexane butyrate C(CCC)(=O)[O-].C1CCCCC1.[Mn+2].C(CCC)(=O)[O-]